2-(2'-(Ethylamino)-7'-oxo-5'H-spiro[cyclopropane-1,4'-thieno[2,3-c]pyridin]-6'(7'H)-yl)-N-(pyrimidin-2-yl)acetamide C(C)NC1=CC2=C(C(N(CC23CC3)CC(=O)NC3=NC=CC=N3)=O)S1